methyl (E)-3-(5-(4-fluorophenyl-2,3,5,6-d4)-6-isopropyl-1,5-dihydropyrrolo[2,3-f]indazol-7-yl)acrylate FC1=C(C(=C(C(=C1[2H])[2H])N1C(=C(C2=C1C=C1C=NNC1=C2)/C=C/C(=O)OC)C(C)C)[2H])[2H]